N-(4-cyanophenyl)-2-[4-(7H-pyrrolo[2,3-d]pyrimidin-4-yl)-1H-pyrazol-1-yl]butanamide C(#N)C1=CC=C(C=C1)NC(C(CC)N1N=CC(=C1)C=1C2=C(N=CN1)NC=C2)=O